C(C)C(C(=O)OC(C(F)(F)F)(C(F)(F)F)C1=CC=C(C=C1)B1OC(C(O1)(C)C)(C)C)N1C(N(C(C(=C1)C)=O)CC)=O 1,1,1,3,3,3-hexafluoro-2-(4-(4,4,5,5-tetramethyl-1,3,2-dioxaborolan-2-yl)phenyl)propan-2-ol ethyl-2-(3-ethyl-5-methyl-2,4-dioxo-3,4-dihydropyrimidin-1(2H)-yl)acetate